3-(6-methoxypyridazin-3-yl)-5-methylthieno[2,3-d]pyrimidine-2,4(1H,3H)-dione COC1=CC=C(N=N1)N1C(NC2=C(C1=O)C(=CS2)C)=O